COC(C1=CC=C(C=C1)N1N=C(C=C1C)C(F)(F)F)=O 4-(5-methyl-3-(trifluoromethyl)-1H-pyrazol-1-yl)benzoic acid methyl ester